(2S)-6-(2-azido-2-methylpropanamido)-2-{[(tert-butoxy)carbonyl]amino}hexanoic acid N(=[N+]=[N-])C(C(=O)NCCCC[C@@H](C(=O)O)NC(=O)OC(C)(C)C)(C)C